4-(4-chloro-2-fluorophenyl)-7-methyl-2-((2S)-2-(1-methyl-1H-pyrazol-4-yl)-4-morpholinyl)pyrido[2,3-d]pyrimidine ClC1=CC(=C(C=C1)C=1C2=C(N=C(N1)N1C[C@@H](OCC1)C=1C=NN(C1)C)N=C(C=C2)C)F